Pentamethylcyclopentadienyl-dimethyl-(1-benzyl-5,6-dimethylindenyl)hafnium CC1=C(C(=C(C1([Hf](C=1C(C2=CC(=C(C=C2C1)C)C)CC1=CC=CC=C1)(C)C)C)C)C)C